ClC1=C(C=CC=C1)C1NC2(C3NNC(N3C3SC4C[C@H](CC4C13)C(=O)N1CCOCC1)CC)CC2 (13'S)-9'-(2-chlorophenyl)-3'-ethyl-13'-(morpholine-4-carbonyl)-16'-thia-2',4',5',8'-tetraazaspiro[cyclopropane-1,7'-tetracyclo[8.6.0.02,6.011,15]hexadecane]